Methyl 7-fluoro-3-[[1-(fluoromethyl)cyclopropyl]methyl]-2-[[2,3,6-trifluoro-4-(6-hydroxy-2-pyridyl)phenyl]methyl]benzimidazole-5-carboxylate FC1=CC(=CC2=C1N=C(N2CC2(CC2)CF)CC2=C(C(=C(C=C2F)C2=NC(=CC=C2)O)F)F)C(=O)OC